BrC=1C(N(C(=NN1)C1=C(C=C(C=C1)I)OC)C1CC1)=O 6-Bromo-4-cyclopropyl-3-(4-iodo-2-methoxyphenyl)-1,2,4-triazin-5(4H)-one